Calcium-chromium [Cr].[Ca]